Cl.CS(=O)(=O)NC1C(NCCC1)CC=1C=C(C=CC1)C1=C(C=CC=C1)CCCCC(=O)O 5-(3'-((3-(methylsulfonamido)piperidin-2-yl)methyl)-[1,1'-biphenyl]-2-yl)pentanoic acid hydrochloride